FC=1SC(=C2C1CCC(C2)N(C([O-])=O)C)C N-(1-fluoro-3-methyl-4,5,6,7-tetrahydro-2-benzothiophen-5-yl)-N-methyl-carbamate